ClC=1C=C(C=2N(N1)C(=CN2)F)[C@@H]2[C@H](C2)C2=CC=C(C=C2)OC(F)(F)F 6-chloro-3-fluoro-8-((1S,2S)-2-(4-(trifluoromethoxy)phenyl)cyclopropyl)imidazo[1,2-b]pyridazine